CN1C(C2=CC=CC=C2C(=C1)C1=C(C=CC(=C1)S(=O)(=O)C)NC1COCC1)=O 2-methyl-4-[5-methylsulfonyl-2-(oxolan-3-ylamino)phenyl]isoquinolin-1-one